(S)-5-(1-(5-Azaspiro[2.4]heptan-5-yl)ethyl)-2-(3-(3-((4-methyl-4H-1,2,4-triazol-3-yl)methyl)oxetan-3-yl)phenyl)-7-(trifluoromethyl)-1H-benzo[d]imidazole C1CC12CN(CC2)[C@@H](C)C2=CC1=C(NC(=N1)C1=CC(=CC=C1)C1(COC1)CC1=NN=CN1C)C(=C2)C(F)(F)F